(E)-ethyl-4-fluorobut-2-enoate C(C)OC(\C=C\CF)=O